C(C)(=O)OC(C=CC)C methyl-2-butenyl acetate